NC(C)C1=C2C=C(C(=NC2=CC(=C1)C)C#N)C=1C=NC(=CC1)C1(COC1)OC 5-(1-aminoethyl)-3-(6-(3-methoxyoxetan-3-yl)pyridin-3-yl)-7-methylquinoline-2-carbonitrile